ClC=1C(=NC=CC1)C1(CCC(CC1)=O)C(=O)OC methyl 1-(3-chloropyridin-2-yl)-4-oxocyclohexanecarboxylate